NCC1(CCC1)C(=O)NC(CO)CC=1N=CNC1 aminomethyl-N-(1-hydroxy-3-(1H-imidazol-4-yl)propan-2-yl)cyclobutanecarboxamide